N1C(COCC1)C=1SC2=C(N1)C=CC=C2 (morpholin-3-yl)-1,3-benzothiazol